BrC=1N(C(=C(N1)C(=O)OCC)C(C1=CC=C(C=C1)Cl)Cl)CCCCO[Si](C1=CC=CC=C1)(C1=CC=CC=C1)C(C)(C)C ethyl 2-bromo-1-(4-((tert-butyldiphenylsilyl)oxy)butyl)-5-(chloro(4-chlorophenyl)methyl)-1H-imidazole-4-carboxylate